C(C1=CC=CC=C1)[C@H]1CC[C@H](NC1)C(=O)O (5R)-5-Benzyl-l-pipecolinic acid